4-Methyl-1-[2-[(1-oxotetradecyl)oxy]ethyl]pyridinium chloride [Cl-].CC1=CC=[N+](C=C1)CCOC(CCCCCCCCCCCCC)=O